CC1=CC=C(C=C1)S(=O)(=O)[O-].C(CCCCCCCCCCCCCCCCCCC)[N+](C)(C)C eicosyl-trimethyl-ammonium p-toluenesulfonate